C1(=CC=CC=C1)SC1=NC2=CC=CC=C2C=C1 (phenylthio)quinolin